[B-]1(N2C(=CC=C2C3=CC=C(C=C3)OC)C=C4[N+]1=C(C(=C4C)CCC(=O)NCCCCCC(=O)ON5C(=O)CCC5=O)C)(F)F The molecule is a BODIPY dye and a pyrrolidinone. It has a role as a fluorochrome. It derives from a 4,4-difluoro-4-bora-3a,4a-diaza-s-indacene.